1-(4-(3-hydroxy-2-(pyridin-2-yl)-4,5,6,7-tetrahydro-2H-indazol-5-yl)piperazin-1-yl)but-2-yn-1-one OC=1N(N=C2CCC(CC12)N1CCN(CC1)C(C#CC)=O)C1=NC=CC=C1